rac-(7S)-7-tert-butyl-N-[rac-(1R)-1-[6-(dimethylsulfamoylamino)-3-pyridyl]-3-(1,4-oxazepan-4-ium-4-yl)propyl]-5,6,7,8-tetrahydrothiazolo[5,4-b]quinoline-2-carboxamide C(C)(C)(C)[C@@H]1CC=2C=C3C(=NC2CC1)SC(=N3)C(=O)N[C@H](CC[NH+]3CCOCCC3)C=3C=NC(=CC3)NS(N(C)C)(=O)=O |r|